CNC1=NC(=CC=C1N)OC 2-methylamino-3-amino-6-methoxypyridine